Sodium 3-chloro-2-morpholinopyridine-4-thiolate ClC=1C(=NC=CC1[S-])N1CCOCC1.[Na+]